3-bromo-6-(6-methylpyridazin-3-yl)oxypyrazolo[1,5-a]pyridine BrC=1C=NN2C1C=CC(=C2)OC=2N=NC(=CC2)C